C12CN(CC(CC1)N2)C(=O)[O-] 3,8-diAzabicyclo[3.2.1]octane-3-carboxylate